C(C)(=O)N1C[C@H](CCC1)C(=O)O (S)-1-acetylpiperidine-3-carboxylic acid